C(CCCCCCCCCCCCCCCCC)(=O)[O-].[Mg+2].N[C@@H](C)C(=O)C(C(=O)N)=C.C(CCCCCCCCCCCCCCCCC)(=O)[O-] L-alanyl-acrylamide magnesium stearate